(R)-benzyl 4-(2-((2,2-dimethyl-4-oxo-3,8,11,14-tetraoxa-5-azahexadecan-16-yl)oxy)-7-(naphthalen-1-yl)-5,6,7,8-tetrahydropyrido[3,4-d]pyrimidin-4-yl)-2-methylpiperazine-1-carboxylate CC(C)(OC(NCCOCCOCCOCCOC=1N=C(C2=C(N1)CN(CC2)C2=CC=CC1=CC=CC=C21)N2C[C@H](N(CC2)C(=O)OCC2=CC=CC=C2)C)=O)C